C1(CC1)C=1N=NN(C1)[C@H](C(=O)N1[C@@H](C[C@H](C1)O)C(=O)NCC(NC=1SC=CN1)=O)C(C)(C)C (2S,4R)-1-[(2S)-2-(4-cyclopropyltriazol-1-yl)-3,3-dimethyl-butanoyl]-4-hydroxy-N-[2-oxo-2-(thiazol-2-ylamino)ethyl]pyrrolidine-2-carboxamide